FC(N1N=CC(=C1)C1=C(C=C(C=C1)[N+](=O)[O-])S(=O)(=O)N)F 2-[1-(difluoromethyl)-1H-pyrazol-4-yl]-5-nitrobenzenesulfonamide